2,2-dimethyl-6-(5-(3-methyl-1,2,4-oxadiazol-5-yl)-4-(pyridin-3-ylmethylamino)pyrimidin-2-ylamino)benzofuran-3(2H)-one CC1(OC2=C(C1=O)C=CC(=C2)NC2=NC=C(C(=N2)NCC=2C=NC=CC2)C2=NC(=NO2)C)C